N-(3-((5-(3-chloro-4-((3-fluorobenzyl)oxy)phenyl)-2-((1-methyl-1H-pyrazol-4-yl)amino)pyrimidin-4-yl)amino)-4-fluorophenyl)acrylamide ClC=1C=C(C=CC1OCC1=CC(=CC=C1)F)C=1C(=NC(=NC1)NC=1C=NN(C1)C)NC=1C=C(C=CC1F)NC(C=C)=O